N-iso-butyl-6-(pyrimidin-5-yl)-5-(trifluoromethyl)-1H-benzo[d]imidazole-1-carboxamide C(C(C)C)NC(=O)N1C=NC2=C1C=C(C(=C2)C(F)(F)F)C=2C=NC=NC2